dimethyl-behenamide chloride [Cl-].CC(C(=O)N)(CCCCCCCCCCCCCCCCCCCC)C